2-(((2-(4-(2-hydroxyethyl)piperazin-1-yl)ethyl)amino)methylene)-5-(4-methoxy-3-(2-methoxyethoxy)phenyl)cyclohexane OCCN1CCN(CC1)CCNC=C1CCC(CC1)C1=CC(=C(C=C1)OC)OCCOC